((benzyloxy)methyl)-5-methyltetrahydrofuran-3-yl acetate C(C)(=O)OC1C(OC(C1)C)COCC1=CC=CC=C1